(+/-)-2-(2-methyl-3-pyridyl)azepane-1-carbaldehyde CC1=NC=CC=C1[C@@H]1N(CCCCC1)C=O |r|